BrC1=CSC2=C1N=CN=C2C2=CC(=CC(=C2)C)C 7-bromo-4-(3,5-dimethylphenyl)thieno[3,2-d]pyrimidine